[PH2](O)=O.C1(=CC=CC=C1)C=1C(=C(C(=O)[Li])C(=CC1C)C)C phenyl-(2,4,6-trimethyl-benzoyl)lithium phosphinate